1-Benzyl-N-(2,4-dimethyl-5-oxo-5,6,7,8-tetrahydro-4H-pyrazolo[1,5-a][1,3]diazepin-6-yl)-1H-1,2,4-triazol-3-carboxamid C(C1=CC=CC=C1)N1N=C(N=C1)C(=O)NC1C(N(C=2N(CC1)N=C(C2)C)C)=O